CC(CC1=CC=CC=C1)(C)[15N]=C(C1=CC=CC=C1)C1=CC=CC=C1 N-(2-methyl-1-phenylpropan-2-yl)-1,1-diphenylmethanimine-15N